FC1=C(C(=O)C2=CC=C(C(=O)O[C@@H]3CN(C[C@H]3NC(=O)C3=CC=NC=C3)C)C=C2)C(=CC=C1OC)OC (3R,4R)-1-methyl-4-(pyridine-4-amido)pyrrolidin-3-yl 4-(2-fluoro-3,6-dimethoxybenzoyl)benzoate